COC(COC1=C(C=C(C=C1)F)F)OC 1-(2,2-Dimethoxyethoxy)-2,4-difluorobenzene